9-(4-(5,5-dimethyl-1,3,2-dioxaborinan-2-yl)phenyl)-9H-carbazole CC1(COB(OC1)C1=CC=C(C=C1)N1C2=CC=CC=C2C=2C=CC=CC12)C